ClC=1C=CC(=C(C1)C1=CC=C2C(=NC(=NC2=C1F)OC[C@H]1N(CCC1)C)N1C[C@@H](N(CC1)C(/C(=C/C1=NC=CC=N1)/F)=O)CC#N)OC 2-((S)-4-(7-(5-chloro-2-methoxyphenyl)-8-fluoro-2-(((S)-1-methylpyrrolidin-2-yl)methoxy)quinazolin-4-yl)-1-((Z)-2-fluoro-3-(pyrimidin-2-yl)acryloyl)piperazin-2-yl)acetonitrile